N1(N=CC=C1)C1=CC=C(CC(C2=CC=CC(=N2)NCC(=O)OC(C)C)NS(=O)(=O)C=2C=NC=CC2)C=C1 isopropyl (6-{[4-(pyrazol-1-yl)benzyl](pyridin-3-ylsulfonyl) aminomethyl}pyridin-2-ylamino)acetate